1-(4-(hydroxy(1-methyl-1H-imidazol-2-yl)methyl)-2-methoxybenzyl)-3-(4-methoxy-3-(pentyloxy)phenyl)tetrahydropyrimidin-2(1H)-one OC(C1=CC(=C(CN2C(N(CCC2)C2=CC(=C(C=C2)OC)OCCCCC)=O)C=C1)OC)C=1N(C=CN1)C